3-(6-(dimethylamino)-7-methyl-1-oxoisoindolin-2-yl)piperidine-2,6-dione CN(C1=CC=C2CN(C(C2=C1C)=O)C1C(NC(CC1)=O)=O)C